C(\C=C\C)N1C(C2=C(C(=C1)C1=C(C(=C(C=C1)C(=O)N1CCOCC1)F)F)C=C(N2)C)=O 6-[(E)-but-2-enyl]-4-[2,3-difluoro-4-(morpholine-4-carbonyl)phenyl]-2-methyl-1H-pyrrolo[2,3-c]pyridin-7-one